2-[3,5-bis(trifluoromethyl)phenyl]-N-{4-(4-fluoro-2-methylphenyl)-6-[(7S,9aS)-7-(hydroxymethyl)hexahydropyrazino[2,1-c][1,4]oxazin-8(1H)-yl]pyridin-3-yl}-N,2-dimethylpropanamide FC(C=1C=C(C=C(C1)C(F)(F)F)C(C(=O)N(C)C=1C=NC(=CC1C1=C(C=C(C=C1)F)C)N1C[C@H]2COCCN2C[C@H]1CO)(C)C)(F)F